BrC=1N=C(N2C1C=NC(=C2)CO)C(=O)OCC ethyl 1-bromo-6-(hydroxymethyl)imidazo[1,5-a]pyrazine-3-carboxylate